N-(3-chloro-2-fluoro-phenyl)-7-[2-(3-methyloxetan-3-yl)ethynyl]-6-nitro-quinazolin-4-amine ClC=1C(=C(C=CC1)NC1=NC=NC2=CC(=C(C=C12)[N+](=O)[O-])C#CC1(COC1)C)F